Cl.NC(C(=O)C1=CC=C(C=C1)Cl)C 2-Amino-1-(4-chlorophenyl)propan-1-one hydrochloride